2-((4-methyl-5-(m-tolyl)-4H-1,2,4-triazol-3-yl)thio)-1-phenylpropan-1-one CN1C(=NN=C1C=1C=C(C=CC1)C)SC(C(=O)C1=CC=CC=C1)C